C12N(CC(NC1)C2)C2=C1C(N(C(C1=CC=C2)=O)C2C(NC(CC2)=O)=O)=O 4-(2,5-diazabicyclo[2.2.1]heptan-2-yl)-2-(2,6-dioxopiperidin-3-yl)isoindoline-1,3-dione